5-chloro-4-(cyclopentylmethoxy)-2-fluoro-N-(piperidin-1-ylsulfonyl)benzamide ClC=1C(=CC(=C(C(=O)NS(=O)(=O)N2CCCCC2)C1)F)OCC1CCCC1